FC1=C(C=CC=C1)[C@@H]([C@H](COCOC)O)O (1S,2S)-1-(2-fluorophenyl)-3-(methoxymethoxy)propane-1,2-diol